C(CS)(=O)OCCCCCCCC.C(CS)(=O)OCCCCCCCC.[Sn] tin dioctyl dithioglycolate